C(C1=CC=CC=C1)N1N=CC(=C1)CC(=O)C1=C(C(=C(C=C1)O)O)O 2-(1-benzyl-1H-pyrazol-4-yl)-1-(2,3,4-trihydroxyphenyl)ethan-1-one